Cl.N[C@H]1C[C@H](CC1)O (1S,3R)-3-aminocyclopentan-1-ol hydrochloride